(S)-4-(2-chloro-4-(3-phenylmorpholino)quinazolin-6-yl)-6-methyl-1-tosyl-1,6-dihydro-7H-pyrrolo[2,3-c]pyridin-7-one ClC1=NC2=CC=C(C=C2C(=N1)N1[C@H](COCC1)C1=CC=CC=C1)C=1C2=C(C(N(C1)C)=O)N(C=C2)S(=O)(=O)C2=CC=C(C)C=C2